C1(CCC1)C=1C(=NN(C1C1=C(C=C(C=C1)F)F)C)NC(CC1CC(C1)(F)F)=O N-(4-cyclobutyl-5-(2,4-difluorophenyl)-1-methyl-1H-pyrazol-3-yl)-2-(3,3-difluorocyclobutyl)acetamide